OC1=C(C=C(CNC2CCN(CC2)CCCOC2=C3C=CC(OC3=CC3=C2C=CO3)=O)C=C1)OC 4-(3-(4-((4-hydroxy-3-methoxybenzyl)amino)piperidin-1-yl)propoxy)-7H-furo[3,2-g]chromen-7-one